FC1=CC=2N(C=C1)C(=CN2)C2=C1CNC(C1=C(C=C2)NC2=NC=C(C=C2)[C@H](C)N2CCOCC2)=O (S)-4-(7-fluoroimidazo[1,2-a]pyridin-3-yl)-7-((5-(1-morpholinoeth-yl)pyridin-2-yl)amino)isoindolin-1-one